adipic acid bis-(4-nitrophenyl) ester [N+](=O)([O-])C1=CC=C(C=C1)OC(CCCCC(=O)OC1=CC=C(C=C1)[N+](=O)[O-])=O